OC[C@@H]1[C@H]2CC[C@@H](CN1CC1=CC=C(C=C1)OC)N2 (1R,2S,5S)-2-(hydroxymethyl)-3-(4-methoxybenzyl)-3,8-diazabicyclo[3.2.1]octane